FC1=CC=C(C=N1)B(O)O 6-fluoropyridin-3-ylboronic acid